N-(6-(2H-1,2,3-triazol-2-yl)-5-(trifluoromethyl)pyridin-3-yl)-4-(3-aminopyridin-4-yl)-2-chloro-5-fluorobenzamide N=1N(N=CC1)C1=C(C=C(C=N1)NC(C1=C(C=C(C(=C1)F)C1=C(C=NC=C1)N)Cl)=O)C(F)(F)F